amino-1-1-ethyl-piperidin-4-ol NC1N(CCC(C1)O)CC